CC[C@H]1C(=O)N(CC(=O)N[C@H](C(=O)N[C@H](C(=O)N([C@H](C(=O)N[C@H](C(=O)N[C@@H](C(=O)N([C@H](C(=O)N([C@H](C(=O)N([C@H](C(=O)N([C@H](C(=O)N1)[C@@H]([C@H](C)C/C=C/C)O)C)C(C)C)C)CC(C)C)C)CC(C)(C)O)C)C)C)CC(C)C)C)C(C)C)CC(C)C)C The molecule is a cyclosporin A derivative that is cyclosporin A in which the residue-9 N-methylleucine moiety has undergone oxidation so as to introduce a hydroxy group at the carbon bearing the two methyl groups, while the residue-4 N-methylleucine moiety has undergone N-demethylation. It has a role as a drug metabolite. It is a cyclosporin A derivative and a tertiary alcohol. It derives from a cyclosporin A metabolite M1 and a cyclosporin A metabolite M21.